N1(CCC1)C(=O)[C@@H]1CN(CC[C@H]1NC(=O)C1=NOC(=C1)C1=C(C=C(C=C1)F)F)C1CCCCC1 5-(2,4-difluoro-phenyl)-isoxazole-3-carboxylic acid [(3R,4R)-3-(azetidine-1-carbonyl)-1-cyclohexyl-piperidin-4-yl]-amide